C1(=CC=CC=C1)C1=C(C(=C1C1=CC=CC=C1)C1=CC=CC=C1)C1=CC=CC=C1 tetraphenylcyclobutadiene